2-(3-fluoro-2-methylphenyl)propan-2-amine FC=1C(=C(C=CC1)C(C)(C)N)C